2-methyl-N-(3-(trifluoromethoxy)benzyl)quinazoline-4-carboxamide CC1=NC2=CC=CC=C2C(=N1)C(=O)NCC1=CC(=CC=C1)OC(F)(F)F